C(C)(C)(C)[S@@](=O)NC1C2=CC(=CC=C2CC12CCNCC2)C(=O)NC([2H])([2H])[2H] 1-(((R)-tert-butylsulfinyl)amino)-N-(methyl-d3)-1,3-dihydrospiro[indene-2,4'-piperidine]-6-carboxamide